SC1=NC(=NC(=N1)N1CCOCC1)N1CCOCC1 2-mercapto-4,6-dimorpholino-1,3,5-triazine